FC(OC1=CC=C(C=C1)C1=CN=C2N1C=CN=C2NC2=CC(=C(C(=O)NC1CN3CCC1CC3)C=C2)C)F 4-((3-(4-(di-fluoromethoxy)phenyl)imidazo[1,2-a]pyrazin-8-yl)amino)-2-methyl-N-(quinuclidin-3-yl)benzamide